C1(CC1)CC(=O)NC=1C=C(SC1)C1=CN=CC(=N1)C1=CC(=C(C(=O)N(C)CCN(C)C)C=C1)OC 4-(6-(4-(2-cyclopropylacetamido)thiophen-2-yl)pyrazin-2-yl)-N-(2-(dimethylamino)ethyl)-2-methoxy-N-methylbenzamide